diethyl 3-bromo-1-(2,2-dimethoxyethyl)-4-oxo-1,4-dihydropyridine-2,5-dicarboxylate BrC1=C(N(C=C(C1=O)C(=O)OCC)CC(OC)OC)C(=O)OCC